2,4-dichloro-quinoline-5-carbonitrile ClC1=NC=2C=CC=C(C2C(=C1)Cl)C#N